NC=1C2=C(N=CN1)N(C=C2C(N)=S)[C@H]2[C@H](O)[C@H](O)[C@H](O2)CO 4-amino-7-(β-D-ribofuranosyl)-7H-pyrrolo[2,3-d]pyrimidine-5-carbothioamide